N[C@H]1CC[C@H](CC1)C(=O)NC1=CC(=CC=C1)OC cis-4-amino-N-(3-methoxyphenyl)cyclohexanecarboxamide